COCCOCCC1CN(C2C1NCCC2)C(=O)[O-] 3-[2-(2-methoxyethoxy)ethyl]-octahydropyrrolo[3,2-b]pyridine-1-carboxylate